2-(Piperazin-1-yl)-4-cyclopropylbenzonitrile N1(CCNCC1)C1=C(C#N)C=CC(=C1)C1CC1